OCCCN1CC(C1)C(=O)N1[C@@H]2C3=C([C@H](CC1)C2)C=CC(=C3)C3=CC=C(C=C3)C(F)(F)F (1-(3-Hydroxypropyl)azetidin-3-yl)((1S,5R)-8-(4-(trifluoromethyl)phenyl)-1,3,4,5-tetrahydro-2H-1,5-methanobenzo[c]azepin-2-yl)methanone